ClC=1C2=C(N=C(N1)CCC)SC(=C2)C 4-chloro-6-methyl-2-propylthieno[2,3-d]pyrimidine